ClC=1C=C2C(C(=CN(C2=CC1N1[C@H](CCC1)COC1=NC=CC=C1Cl)C1=NC=C(N=C1)OCCO)C(=O)OCC)=O ethyl 6-chloro-7-[(2R)-2-[[(3-chloropyridin-2-yl)oxy]methyl]pyrrolidin-1-yl]-1-[5-(2-hydroxyethoxy)pyrazin-2-yl]-4-oxoquinoline-3-carboxylate